tert-butyl (R)-(1-(5-bromo-1-((2-(trimethylsilyl)ethoxy)methyl)-1H-benzo[d]imidazol-2-yl)-2-((1,1,1-trifluoro-2-methylpropan-2-yl)oxy)ethyl)carbamate BrC1=CC2=C(N(C(=N2)[C@H](COC(C(F)(F)F)(C)C)NC(OC(C)(C)C)=O)COCC[Si](C)(C)C)C=C1